OC(C(C)(C)NC(=O)C=1C=C2C(=NC1)N(C=C2)C)C2=CC=CC=C2 N-(1-hydroxy-2-methyl-1-phenylpropan-2-yl)-1-methyl-1H-pyrrolo[2,3-b]pyridine-5-carboxamide